C(C)(=O)C1=NC=C(C=N1)OC1=CC=C(C=C1)C1(CCCC1)C1=CC=C(OC2CCC2)C=C1 (trans)-3-(4-(1-(4-((2-acetylpyrimidin-5-yl)oxy)phenyl)cyclopentyl)phenoxy)cyclobutane